hexahydro-1,3-Benzodi-oxol-2-on O1C(OC2C1CCCC2)=O